[2-[(4-chlorophenyl)methoxy]-4-pyridyl]methanamine ClC1=CC=C(C=C1)COC1=NC=CC(=C1)CN